ClC1=C2C(=CNC2=C(C=C1)N1CCC(CC1)C1=CC=C(C=C1)N1CCC(CC1)CN1CC2=CC=3C(N(C(C3C=C2C1)=O)C1C(NC(CC1)=O)=O)=O)C#N 4-Chloro-7-{4-[4-(4-{[6-(2,6-dioxopiperidin-3-yl)-5,7-dioxo-3,5,6,7-tetrahydropyrrolo[3,4-f]isoindol-2(1H)-yl]methyl}piperidin-1-yl)phenyl]piperidin-1-yl}-1H-indole-3-carbonitrile